2,2,2-trifluoroethyl (3-(3,3-difluorocyclobutyl)-1-methyl-4-(1-methylcyclobutyl)-1H-pyrazol-5-yl)carbamate FC1(CC(C1)C1=NN(C(=C1C1(CCC1)C)NC(OCC(F)(F)F)=O)C)F